N-(6-methylsulfanyl-pyridin-2-yl)-acetamide CSC1=CC=CC(=N1)NC(C)=O